FC1=C(C=CC=C1)C#CC1=CC=C(C(=O)NCC2(CCOCC2)NC(C)C)C=C1 4-((2-fluorophenyl)ethynyl)-N-((4-(isopropylamino)tetrahydro-2H-pyran-4-yl)methyl)benzamide